((3S,4R)-1-(6-(4-chlorophenyl)-2-(pyridin-3-yl)pyrimidin-4-yl)4-hydroxypyrrolidin-3-yl)acetamide ClC1=CC=C(C=C1)C1=CC(=NC(=N1)C=1C=NC=CC1)N1C[C@@H]([C@H](C1)O)CC(=O)N